ClC=1C2=C(N=CN1)N(C=C2C2=CC=C(N)C=C2)C(C)C 4-(4-chloro-7-isopropyl-7H-pyrrolo[2,3-d]pyrimidin-5-yl)aniline